C(C1=CC=CC=C1)N(C1=CC(=CC(=N1)C1=C(C=CC=C1)S(=O)(=O)NC(C1=CC=CC=C1)=O)NC(=O)NC1=CC=C(C=C1)C)CCC N-((2-(6-(benzyl-(propyl)amino)-4-(3-(p-tolyl)ureido)pyridin-2-yl)phenyl)sulfonyl)benzamide